methyl 3-chloro-6-((6-fluoro-2-methylpyridin-3-yl)oxy)-2-methyl-4-(trifluoromethyl)benzoate ClC=1C(=C(C(=O)OC)C(=CC1C(F)(F)F)OC=1C(=NC(=CC1)F)C)C